thiazole-4-acetamide S1C=NC(=C1)CC(=O)N